(R)-6-methoxy-2-methyl-N-(1-(3-(trifluoromethyl)phenyl)ethyl)-8,9-dihydro-[1,4]dioxino[2,3-h]quinazolin-4-amine COC=1C=C2C(=NC(=NC2=C2C1OCCO2)C)N[C@H](C)C2=CC(=CC=C2)C(F)(F)F